C(C)(C)(C)OC(=O)N1C(C2=C(C=C(C(=C2C1)I)Cl)Br)=O.C(C)O[2H] ethanol-d1 tert-Butyl-7-bromo-5-chloro-4-iodo-1-oxoisoindoline-2-carboxylate